CCCCCCCCCC/C=C\CCCCCCCCCC(=O)O[C@H](COC(=O)CCC/C=C\C/C=C\C/C=C\C/C=C\CCCCC)COP(=O)([O-])OCC[N+](C)(C)C 1-(5Z,8Z,11Z,14Z-eicosatetraenoyl)-2-(11Z-docosenoyl)-glycero-3-phosphocholine